FC1=C2C=CNC2=C(C=C1)C=1C(N(CC(C1)C)C)CO (3-(4-fluoro-1H-indol-7-yl)-1,5-dimethyl-1,2,5,6-tetrahydropyridin-2-yl)methanol